3-fluoro-4-(4-{[2-(5-methyl-1,2-oxazol-3-yl)pyrrolidin-1-yl]methyl}phenoxy)benzamide ethyl-3-(2-methoxyphenyl)-2,2-dimethylpropionate C(C)OC(C(CC1=C(C=CC=C1)OC)(C)C)=O.FC=1C=C(C(=O)N)C=CC1OC1=CC=C(C=C1)CN1C(CCC1)C1=NOC(=C1)C